3-fluoro-N-(pyridin-2-yl)benzamid FC=1C=C(C(=O)NC2=NC=CC=C2)C=CC1